NC=1C=2N(C(=CN1)CN1CCOCC1)C(=NC2C#CC2=C(C(=CC(=C2F)OC)OC)F)[C@@H]2CN(CC2)C(C=C)=O (S)-1-(3-(8-amino-1-((2,6-difluoro-3,5-dimethoxyphenyl)ethynyl)-5-(morpholinomethyl)imidazo[1,5-a]pyrazin-3-yl)pyrrolidin-1-yl)prop-2-en-1-one